[Ca+2].O=C([C@H](O)[C@@H](O)[C@H](O)[C@H](O)CO)[O-].O=C([C@H](O)[C@@H](O)[C@H](O)[C@H](O)CO)[O-].O=C([C@H](O)[C@@H](O)[C@H](O)[C@H](O)CO)[O-].O=C([C@H](O)[C@@H](O)[C@H](O)[C@H](O)CO)[O-] D-gluconic acid, hemicalcium salt